N,N-bis(diphenylphosphino)-isopropylamine C1(=CC=CC=C1)P(N(P(C1=CC=CC=C1)C1=CC=CC=C1)C(C)C)C1=CC=CC=C1